1,3-Diethyl-4-hydroxy-5-isopropyl-pyrazol C(C)N1N=C(C(=C1C(C)C)O)CC